2-(3-fluoro-2-methoxypyridin-4-yl)-1-[(2S)-7-methyl-6-(pyrimidin-2-yl)-3,4-dihydro-1H-spiro[1,8-naphthyridine-2,3'-pyrrolidin]-1'-yl]propan-1-one FC=1C(=NC=CC1C(C(=O)N1C[C@]2(CC1)NC1=NC(=C(C=C1CC2)C2=NC=CC=N2)C)C)OC